N-(3-chloro-4-(1,3-oxazol-5-yl)phenyl)chromane-3-carboxamide ClC=1C=C(C=CC1C1=CN=CO1)NC(=O)C1COC2=CC=CC=C2C1